N[C@H]1C(CN(CC1)C(=O)OC(C)(C)C)(F)F tert-butyl (4R)-4-amino-3,3-difluoropiperidine-1-carboxylate